C1(=CC=CC=C1)CC(=O)N PHENYLACETAMID